3-(1-methylethyl)-2-tridecanol CC(C)C(C(C)O)CCCCCCCCCC